NC1=C(C=2C=NC(=C(C2N1C1=C2C=NN(C2=CC=C1C)C1OCCCC1)CC1CC(C1)(F)F)C1CC1)C(=O)N 2-amino-6-cyclopropyl-7-[(3,3-difluorocyclobutyl)methyl]-1-(5-methyl-1-tetrahydropyran-2-yl-indazol-4-yl)pyrrolo[3,2-c]pyridine-3-carboxamide